OC1(CCC(CC1)C(=O)OCC)C1=NC(=CC(=C1)C)NC1=NNC(=C1)C (1S,4S)-ethyl 4-hydroxy-4-(4-methyl-6-(5-methyl-1H-pyrazol-3-ylamino)pyridin-2-yl)cyclohexanecarboxylate